BrCC(=O)NCCCCCNC(C=C)=O N-(5-bromoacetamidopentyl)acrylamide